ClC=1C=C2CCCN(C2=C(C1)C1=C2C(=NC=C1)C=C(S2)CN2C(CCC2=O)=O)[C@@H]2CNC1(CCC1)C2 (S)-1-((7-(6-chloro-1-(5-azaspiro[3.4]octan-7-yl)-1,2,3,4-tetrahydroquinolin-8-yl)thieno[3,2-b]pyridin-2-yl)methyl)pyrrolidine-2,5-dione